F[C@@H]1C[C@@H](CNC1)NC=1C2=C(N=CN1)C(=CC(=N2)C2=CC=C(C=C2)CN2CCOCC2)C(=O)N 4-[[(3S,5R)-5-fluoropiperidin-3-yl]amino]-6-[4-(morpholin-4-ylmethyl)phenyl]pyrido[3,2-d]pyrimidine-8-carboxamide